(E)-4-(2,5-dimethylphenyl)-2,7-dimethylocta-2,6-dienal CC1=C(C=C(C=C1)C)C(/C=C(/C=O)\C)CC=C(C)C